(E)-(3-chloro-4-fluorophenyl)(7-methoxy-6-(4-(piperidin-1-yl)but-2-enamido)quinazolin-4-yl)carbamic chloride ClC=1C=C(C=CC1F)N(C(=O)Cl)C1=NC=NC2=CC(=C(C=C12)NC(\C=C\CN1CCCCC1)=O)OC